(rac)-2'-[6-amino-5-(cyclohexylcarbamoyl)pyridin-3-yl]-N-ethyl-5',6'-dihydrospiro[pyrrolidine-3,4'-pyrrolo[1,2-b]pyrazole]-1-carboxamide NC1=C(C=C(C=N1)C=1C=C2N(N1)CC[C@]21CN(CC1)C(=O)NCC)C(NC1CCCCC1)=O |r|